O1CC(CC1)OC1=CC=C(CNC(N(C[C@H]2CN(CC2)C)CC2=CC=C(C=C2)F)=O)C=C1 (R)-3-(4-((tetrahydrofuran-3-yl)-oxy)benzyl)-1-(4-fluorobenzyl)-1-((1-methylpyrrolidin-3-yl)methyl)urea